[O-]S(=O)(=O)C(F)(F)F.[Tb+3].[O-]S(=O)(=O)C(F)(F)F.[O-]S(=O)(=O)C(F)(F)F Terbium(III) triflate